COC(C1=C(C(=C(C=C1F)F)F)F)=O.NC1=C(C(=NN1C1=C(C(=CC=C1C)OC)C)C=1SC=CN1)C(=O)N 5-amino-1-(3-methoxy-2,6-dimethylphenyl)-3-(1,3-thiazol-2-yl)pyrazole-4-carboxamide methyl-2,3,4,6-tetrafluorobenzoate